C1(CC(CC1)C(=O)O)C(=O)O Cyclopentane-1,3-dicarboxylic acid